C1=CC=C(C=2SC3=C(C21)C=CC=C3)C=3C(=NC(=CC3C3=C(C=CC=C3)C3=NC(=NC(=N3)C3=CC=CC=C3)C3=CC=CC=C3)C3=CC=C(C=C3)N3C2=CC=C(C=C2C=2C=C(C=CC32)C)C)C3=CC=C(C=C3)N3C2=CC=C(C=C2C=2C=C(C=CC32)C)C 9,9'-((3-(dibenzo[b,d]thiophen-4-yl)-4-(2-(4,6-diphenyl-1,3,5-triazin-2-yl)phenyl)pyridine-2,6-diyl)bis(4,1-phenylene))bis(3,6-dimethyl-9H-carbazole)